OC(C)(C)C=1C(C=C2N(C(CC=3C=C(C(=NC23)OC)OCCCOC)C(C)C)C1)=O 9-(2-hydroxypropan-2-yl)-6-isopropyl-2-methoxy-3-(3-methoxypropoxy)-5,6-dihydro-10H-pyrido[1,2-h][1,7]naphthyridin-10-one